C1(=CC=CC2=CC=C3C=C4C=CC=CC4=CC3=C12)NC=1C=2C=CC3=CC=C(C=4C=CC(=CC1)C2C43)N N'-tetraphenylpyrene-1,6-diamine